ClC1=NN2C(C(NC3=CC=CC=C23)=O)=C1 2-chloropyrazolo[1,5-a]quinoxalin-4(5H)-one